(R)-3-((5-(3,5-dimethyl-1H-pyrazol-4-yl)benzo[d]thiazol-2-yl)carbamoyl)pyrrolidine-1-carboxylic acid tert-butyl ester C(C)(C)(C)OC(=O)N1C[C@@H](CC1)C(NC=1SC2=C(N1)C=C(C=C2)C=2C(=NNC2C)C)=O